N-methyl[4-(6-oxo-3,4,5,6-tetrahydro-2H-azepino[5,4,3-cd]indazol-2-yl)phenyl]methanaminium trifluoroacetate FC(C(=O)[O-])(F)F.C[NH2+]CC1=CC=C(C=C1)N1N=C2C=CC=C3C2=C1CCNC3=O